4-chloro-2-(1-(2-fluoroethyl)-1H-pyrazol-4-yl)-1-p-toluenesulfonyl-1H-pyrrole ClC=1C=C(N(C1)S(=O)(=O)C1=CC=C(C)C=C1)C=1C=NN(C1)CCF